4-Bromo-5-chloro-2-fluoro-N-((1-isopropyl-1H-imidazol-2-yl)carbamoyl)benzamide BrC1=CC(=C(C(=O)NC(NC=2N(C=CN2)C(C)C)=O)C=C1Cl)F